COC(C1=C(C(=CC=C1)C)N)=O methyl-amino-benzoic acid methyl ester